(2R,4s,6S)-6-(4-(6-cyclobutyl-2,6-diazaspiro[3.3]heptane-2-carbonyl)phenyl)-7-((5-cyclopropyl-7-methyl-1H-indol-4-yl)methyl)-7-azaspiro[3.5]nonane-2-carbonitrile C1(CCC1)N1CC2(CN(C2)C(=O)C2=CC=C(C=C2)[C@@H]2CC3(CC(C3)C#N)CCN2CC2=C3C=CNC3=C(C=C2C2CC2)C)C1